(S)-N-((4-carbamimidoylthiophen-2-yl)methyl)-7-((4-(6-fluoro-2-methylpyridin-3-yl)benzoyl)glycyl)-1,4-dioxa-7-azaspiro[4.4]nonane-8-carboxamide C(N)(=N)C=1C=C(SC1)CNC(=O)[C@H]1N(CC2(OCCO2)C1)C(CNC(C1=CC=C(C=C1)C=1C(=NC(=CC1)F)C)=O)=O